2-amino-4-(2-hydroxyethylamino)anisole NC1=C(C=CC(=C1)NCCO)OC